ClC1=NC=C(C(=N1)C1=C2C(NC(C2=CC=C1)=O)(C)C)Cl (2,5-dichloropyrimidin-4-yl)-3,3-dimethylisoindol-1-one